4-O-(2-azido-3,4,6-tri-O-benzyl-2-deoxy-α-D-glucopyranosyl)-2,3-di-O-benzyl-1-O-levulinoyl-D-ribitol N(=[N+]=[N-])[C@H]1[C@H](O[C@@H]([C@H]([C@@H]1OCC1=CC=CC=C1)OCC1=CC=CC=C1)COCC1=CC=CC=C1)O[C@@H]([C@H]([C@H](COC(CCC(=O)C)=O)OCC1=CC=CC=C1)OCC1=CC=CC=C1)CO